FC(CN1C(NCCC1)=O)(F)F 1-(2,2,2-trifluoroethyl)tetrahydropyrimidin-2(1H)-one